C1(=CC=CC=C1)[C@@H](C)\N=C(\C1=CC=C(C=C1)C(F)(F)F)/C#N (R,Z)-N-(1-phenylethyl)-4-(trifluoromethyl)benzimidoyl cyanide